ClC=1C=C(C=C(C1)C(F)(F)F)C1=C(N(N=C1C(F)(F)F)C1=NN(C=C1)C)N(C(OC)=O)C(=O)OC methyl N-[4-[3-chloro-5-(trifluoromethyl)phenyl]-2-(1-methylpyrazol-3-yl)-5-(trifluoromethyl)pyrazol-3-yl]-N-methoxycarbonyl-carbamate